P(=O)(O)(O)/C=C/CN1CC(NCC1)C(=O)O (E)-4-(3-phosphonoprop-2-enyl)piperazine-2-carboxylic acid